O=C1NC(CCC1N1C(C2=CC=C(C=C2C1=O)N1CCC2(CN(C2)C(=O)OC(C)(C)C)CC1)=O)=O tert-butyl 7-[2-(2,6-dioxopiperidin-3-yl)-1,3-dioxoisoindol-5-yl]-2,7-diazaspiro[3.5]nonane-2-carboxylate